3-[ethoxybis(3,6,9,12,15-pentaoxaoctacos-1-yloxy)silyl]-1-propanethiol C(C)O[Si](CCCS)(OCCOCCOCCOCCOCCOCCCCCCCCCCCCC)OCCOCCOCCOCCOCCOCCCCCCCCCCCCC